FC(C1=NC(=NC(=N1)C(F)(F)F)N1[C@H](C=2NC3=CC=C(C=C3C2CC1)Cl)CCCCC(=O)OC)(F)F methyl (S)-5-(2-(4,6-bis(trifluoromethyl)-1,3,5-triazin-2-yl)-6-chloro-2,3,4,9-tetrahydro-1H-pyrido[3,4-b]indol-1-yl)pentanoate